C(C)OCCOCCO 2-(2-ethoxyethoxy)ethylAlcohol